6-methoxy-2-(2-(methoxymethyl)-7-(trifluoromethyl)quinoxalin-5-yl)-4-methylbenzo[d]Thiazole COC1=CC2=C(N=C(S2)C2=C3N=CC(=NC3=CC(=C2)C(F)(F)F)COC)C(=C1)C